2-(3-oxo-8-azabicyclo[3.2.1]oct-8-yl)-3-fluorobenzaldehyde O=C1CC2CCC(C1)N2C2=C(C=O)C=CC=C2F